4-((1-(hydroxymethyl-d2)cyclobutyl)amino)-6,7-dihydrothieno[3,2-d]pyrimidine-5-oxide OC(C1(CCC1)NC=1C2=C(N=CN1)CCS2=O)([2H])[2H]